4-Amino-5-chloro-2-hydroxy-N-((1-morpholinocycloheptyl)methyl)benzamid NC1=CC(=C(C(=O)NCC2(CCCCCC2)N2CCOCC2)C=C1Cl)O